COC(=O)C1=C(SC2=C1C=CC(=C2)O)N(CCC2=C(C=CC=C2)F)C(C)=O 2-[acetyl-(2-fluorophenylethyl)amino]-6-hydroxy-1-benzothiophene-3-carboxylic acid methyl ester